N1(CCCCC1)C(=O)OC(NC1=C(C=CC=C1C(F)(F)F)N)C(C)(C)C tert-butyl-(((2-amino-6-(trifluoromethyl) phenyl) amino) methyl) piperidine-1-carboxylate